6-bromo-N-[5-(2-cyanoethyl)-4,6-dimethoxy-pyrimidin-2-yl]-7-fluoro-1H-indole-3-sulfonamide BrC1=CC=C2C(=CNC2=C1F)S(=O)(=O)NC1=NC(=C(C(=N1)OC)CCC#N)OC